ClCCN(CCOC(CCCC1=NC2=C(N1C)C=CC(=C2)N(CCCl)CCCl)=O)C2=CC1=C(N(C(=N1)CCCC(=O)O)C)C=C2 4-{5-[N-(2-Chloroethyl)-N-(2-{4-[5-bis(2-chloroethyl)amino-1-methylbenzimidazol-2-yl]butanoyloxy}ethyl)amino]-1-methylbenzimidazol-2-yl}butanoic acid